C(C)NC(=O)C1=NOC(=C1C1=CC=C(C=C1)CN1CCOCC1)C=1C=C(C(=CC1O)O)C1=C(C=CC=C1)CC N-ethyl-5-(2'-ethyl-4,6-dihydroxy-[1,1'-biphenyl]-3-yl)-4-(4-(morpholinomethyl)phenyl)isoxazole-3-carboxamide